(2R,7aS)-7a-[({7-[8-ethynyl-7-fluoro-3-(methoxymethoxy)naphthalen-1-yl]-8-fluoro-4-(1,4-oxazepan-4-yl)pyrido[4,3-d]pyrimidin-2-yl}oxy)methyl]-2-fluoro-hexahydro-1H-pyrrolizine C(#C)C=1C(=CC=C2C=C(C=C(C12)C1=C(C=2N=C(N=C(C2C=N1)N1CCOCCC1)OC[C@]12CCCN2C[C@@H](C1)F)F)OCOC)F